1,2-bis(4-(tert-butyl)phenyl)ethylene C(C)(C)(C)C1=CC=C(C=C1)C=CC1=CC=C(C=C1)C(C)(C)C